1-(cyclopropyl-1-yl)-1-methylethyl methacrylate C(C(=C)C)(=O)OCC(C)=C1CC1